cyclopentyl-mandelic acid (mandelate) C(C(O)C1=CC=CC=C1)(=O)O.C1(CCCC1)C(C(=O)O)(O)C1=CC=CC=C1